BrC1=C(C=CC(=C1)C(F)(F)F)CC(O)C1=CC(=C(C#N)C=C1)OCC=1C=NC=CC1 4-(2-(2-Bromo-4-(trifluoromethyl)phenyl)-1-hydroxyethyl)-2-(pyridin-3-ylmethoxy)benzonitrile